[1-[bis(phenylmethyl)-amino]-2-propenyl]lithium C1(=CC=CC=C1)CN(C(C=C)[Li])CC1=CC=CC=C1